4-(4-cyclopropylpiperazin-1-yl)benzonitrile C1(CC1)N1CCN(CC1)C1=CC=C(C#N)C=C1